N-(5-Bromo-2-(4-((dimethylamino)methyl)piperidin-1-yl)pyridin-3-yl)cyclopropane-sulfonamide BrC=1C=C(C(=NC1)N1CCC(CC1)CN(C)C)NS(=O)(=O)C1CC1